C(C)(=O)N1CC2=NC=CN=C2CC1C(=O)N1C(CC(C1)F)C(=O)NC(C1=CC=C(C=C1)C(C)C)C1=CC=CC=C1 1-{6-acetyl-5H,6H,7H,8H-pyrido[3,4-b]pyrazine-7-carbonyl}-4-fluoro-N-{phenyl[4-(propan-2-yl)phenyl]methyl}pyrrolidine-2-carboxamide